FC(C1=C(C=CC(=C1)C)C=1C=2N(C(=NN1)N[C@H]1CN(CCC1)C)C=CC2)F 1-[2-(difluoromethyl)-4-methyl-phenyl]-N-[(3R)-1-methyl-3-piperidinyl]pyrrolo[1,2-d][1,2,4]triazin-4-amine